BrCC1=C(C(=NC=C1Cl)C)F 4-(bromomethyl)-5-chloro-3-fluoro-2-methylpyridin